(2R)-N,N-dimethyl-2-phenyl-1-[(3,4,5-trimethoxybenzyl)oxy]-2-butanamine CN([C@](COCC1=CC(=C(C(=C1)OC)OC)OC)(CC)C1=CC=CC=C1)C